ClC1=CC=C(C(=N1)C(=O)O)NC(C)C=1C=C(C=C2C(N(C(=NC12)N1CC(CC1)(F)F)C)=O)C 6-chloro-3-[1-[2-(3,3-difluoropyrrolidin-1-yl)-3,6-dimethyl-4-oxoquinazolin-8-yl]ethyl-amino]pyridine-2-carboxylic acid